FC1(CNC(N(C1)[C@H](COC)C=1C=CC2=C(N=C(O2)[C@@H](NC(=O)C2=NON=C2C)C2CCC(CC2)(F)F)C1)=O)F N-((S)-(5-((S)-1-(5,5-difluoro-2-oxotetrahydro-pyrimidin-1(2H)-yl)-2-methoxyethyl)benzo[d]oxazol-2-yl)(4,4-difluorocyclohexyl)methyl)-4-methyl-1,2,5-oxadiazole-3-carboxamide